5-(1-methyl-1H-pyrazol-4-yl)-3-(pyrimidin-5-yl)thieno[3,2-b]pyridine CN1N=CC(=C1)C1=CC=C2C(=N1)C(=CS2)C=2C=NC=NC2